C1(CC1)CNC=1C=C(C(=O)O)C=CC1[C@@H]1CC2(CC(C2)(F)F)CCN1CC1=C2C=CNC2=C(C=C1OC)C 3-[(cyclopropylmethyl)amino]-4-[(6S)-2,2-difluoro-7-[(5-methoxy-7-methyl-1H-indol-4-yl)methyl]-7-azaspiro[3.5]nonan-6-yl]benzoic acid